7,9-dihydrofurano[3,4-c][1,2,4]triazolo[1,5-a]pyridine N=1C=NN2C1C1=C(C=C2)COC1